N-(1-Cyanocyclopropyl)-9-(5-(difluoromethyl)-1,3,4-thiadiazol-2-yl)-4-(4-(thiazol-2-yl)piperazin-1-yl)-9H-pyrimido[4,5-b]indole-7-sulfonamide C(#N)C1(CC1)NS(=O)(=O)C1=CC=C2C3=C(N(C2=C1)C=1SC(=NN1)C(F)F)N=CN=C3N3CCN(CC3)C=3SC=CN3